FC=1C=CC(=NC1)NC(=C1C(CN(CC1=O)C(=O)OC(C)(C)C)=O)NC1=NC=C(C=C1)F tertiary butyl 4-(bis((5-fluoropyridin-2-yl)amino)methylene)-3,5-dioxopiperidine-1-carboxylate